6-(2,5-dioxo-2,5-dihydro-1H-pyrrol-1-yl)-N-[(1S)-1-{[(1S)-1-{[3-(iodomethyl)phenyl]carbamoyl}ethyl]carbamoyl}-2-methylpropyl]hexanamide O=C1N(C(C=C1)=O)CCCCCC(=O)N[C@@H](C(C)C)C(N[C@@H](C)C(NC1=CC(=CC=C1)CI)=O)=O